BrC1=C(C=CC2=C1CCCCC2=O)OC 1-bromo-2-methoxy-6,7,8,9-tetrahydro-5H-benzo[7]annulen-5-one